N1N=NN=C1C1=NC=C(C(=O)O)C=C1 6-(1H-tetrazol-5-yl)nicotinic acid